1-(5-bromo-4-methylthiophene-2-yl)-2-methylpropan-1-one BrC1=C(C=C(S1)C(C(C)C)=O)C